(3R,7S)-2-(3,4-dichlorobenzoyl)-7-(hydroxymethyl)-3-methyl-9-(1-(6-(trifluoromethyl)pyridin-3-yl)ethyl)-1,2,3,4,8,9-hexahydropyrido[4',3':3,4]pyrazolo[1,5-a]pyrazin-10(7H)-one ClC=1C=C(C(=O)N2CC=3C(=NN4C3C(N(C[C@H]4CO)C(C)C=4C=NC(=CC4)C(F)(F)F)=O)C[C@H]2C)C=CC1Cl